FC=1C=C(CNCCCCOC2CN(C2)C2=NC3=C(C4=CN=CC=C24)C=CC=C3)C=C(C1OC(F)(F)F)F 5-(3-(4-((3,5-difluoro-4-(trifluoro-methoxy)benzyl)amino)butoxy)azetidin-1-yl)benzo[c][2,6]naphthyridine